FC(C1=CC=C(C=N1)C1=CC2=C(N=C(S2)N)C=C1)(F)F 6-[6-(trifluoromethyl)-3-pyridinyl]-1,3-benzothiazol-2-amine